C(C)(C)(C)C1[C@](N(CC[C@@]1(C(=O)O)CC1=NC(=CC=C1F)Cl)C(=O)O)(C)C(C)(C)C di-tert-butyl-(2r,4r)-4-((6-chloro-3-fluoropyridin-2-yl)methyl)-2-methylpiperidine-1,4-dicarboxylic acid